C(C)NCCCN1C(=CN2C1SC1=C2C=CC=C1)C1=CC=C(C=C1)C(NC)=O N-(3-(ethylamino)propyl)-2-(4-(methylcarbamoyl)phenyl)benzo[d]imidazo[2,1-b]thiazole